perfluoro-dimethyl-dioxole FC1(OC(=C(O1)C(F)(F)F)C(F)(F)F)F